FC=1C=2N(C=C(C1)NC(=O)C1=NC=C(N=C1)N1CC(C1)CN1C[C@](CC1)(C)F)C=C(N2)C N-(8-fluoro-2-methyl-imidazo[1,2-a]pyridin-6-yl)-5-[3-[[(3R)-3-fluoro-3-methyl-pyrrolidin-1-yl]methyl]azetidin-1-yl]pyrazine-2-carboxamide